C1(CC1)C1=NC=NC(=C1C=1N=C(C2=C(N1)N(C(=C2)C)COCC[Si](C)(C)C)OCC2=CC=C(C=C2)C=2N(C=C(N2)C(F)(F)F)C)OC 2-[[2-(4-cyclopropyl-6-methoxy-pyrimidin-5-yl)-6-methyl-4-[[4-[1-methyl-4-(trifluoromethyl)imidazol-2-yl]phenyl]methoxy]pyrrolo[2,3-d]pyrimidin-7-yl]methoxy]ethyl-trimethyl-silane